1-((1-acryloyl-3-methoxy-azetidin-3-yl)methyl)-7-chloro-4-(2,6-diisopropylphenyl)-6-(2-fluorophenyl)-1,4-dihydropyrido[2,3-b]pyrazine-2,3-dione C(C=C)(=O)N1CC(C1)(OC)CN1C2=C(N(C(C1=O)=O)C1=C(C=CC=C1C(C)C)C(C)C)N=C(C(=C2)Cl)C2=C(C=CC=C2)F